tert-butyl 3-[(3R)-piperidin-3-yl]azetidine-1-carboxylate N1C[C@H](CCC1)C1CN(C1)C(=O)OC(C)(C)C